benzodibenzothiophene C1=CC=CC2=C1C=1C3=C(SC1C=C2)C=2C=CC=CC2C=C3